ethyl dimethylaminomethacrylate CN(C)C=C(C(=O)OCC)C